6-[(E)-2-(aminomethyl)-3-fluoro-allyloxy]-2-(2-diethoxyphosphorylethyl)-3,4-dihydroisoquinolin-1-one hydrochloride Cl.NC/C(/COC=1C=C2CCN(C(C2=CC1)=O)CCP(=O)(OCC)OCC)=C\F